N1(C=CC=C1)C(=O)O.O1C=C(C2=C1C=CC=C2)C=2C=C1CN(CC1=CC2)C(=O)NC2=CNC1=CC=CC=C21 5-benzofuran-3-yl-N-(1H-indol-3-yl)isoindoline-2-carboxamide pyrrole-1-carboxylate